5,5'-dibromo-3,3'-bis(2,4,6-triisopropylphenyl)-2,2'-bithiophene BrC1=CC(=C(S1)C=1SC(=CC1C1=C(C=C(C=C1C(C)C)C(C)C)C(C)C)Br)C1=C(C=C(C=C1C(C)C)C(C)C)C(C)C